N=1C=C(N2C1N=CC=C2)C(=O)N imidazo[1,2-a]pyrimidine-3-carboxamide